2-(4,7,10-tris(2-amino-2-oxoethyl)-3-(4-isothiocyanatobenzyl)-1,4,7,10-tetraazacyclododec-1-yl)acetic acid NC(CN1C(CN(CCN(CCN(CC1)CC(N)=O)CC(N)=O)CC(=O)O)CC1=CC=C(C=C1)N=C=S)=O